tert-butyl 4-(3-amino-6-chloropyridazin-4-yl)-1,4-diazepan-1-carboxylate NC=1N=NC(=CC1N1CCN(CCC1)C(=O)OC(C)(C)C)Cl